5,6-dimethoxy-2,3-dihydro-1H-indene-1-one COC=1C=C2CCC(C2=CC1OC)=O